C(C)(=O)N[C@@H](CCC(=O)O)C(=O)O |r| Acetyl-DL-glutamic acid